5-N-acetyl-8,9-di-O-acetylneuraminic acid C(C)(=O)N[C@@H]1[C@H](CC(C(O)=O)(O)O[C@H]1[C@H](O)[C@H](OC(C)=O)COC(C)=O)O